OCC1(CCN(CC1)C)CCO 2-(4-(hydroxymethyl)-1-methylpiperidin-4-yl)ethane-1-ol